(S,E)-N-(1-cyclopropyl-3-(methylsulfonyl)allyl)-2-(dimethylamino)-4-phenoxypyrimidine-5-carboxamide C1(CC1)[C@@H](\C=C\S(=O)(=O)C)NC(=O)C=1C(=NC(=NC1)N(C)C)OC1=CC=CC=C1